tert-butyl rac-(2S,5R)-5-(3-bromo-5-chloro-phenyl)-2-methyl-piperazine-1-carboxylate BrC=1C=C(C=C(C1)Cl)[C@H]1NC[C@@H](N(C1)C(=O)OC(C)(C)C)C |r|